(β-hydroxyethyl)-N,N'-bis(4'-aminophenyl)-1,3-diaminopropanol OCCC(CCNC1=CC=C(C=C1)N)(O)NC1=CC=C(C=C1)N